[NH4+].CCCS(=O)(=O)O 3-propylsulfonic acid ammonium